BrC=1C=CC2=C([C@@H](CO2)NC)C1 (S)-5-bromo-N-methyl-2,3-dihydrobenzofuran-3-amine